5-(3-(3-((3-Chloro-4-(trifluoromethoxy)benzyl)amino)propanamido)propyl)-4-oxo-4,5-dihydro-3H-pyrazolo[3,4-c]quinoline-7-carboxamide ClC=1C=C(CNCCC(=O)NCCCN2C(C3=C(C=4C=CC(=CC24)C(=O)N)C=NN3)=O)C=CC1OC(F)(F)F